C(C)(C)(C)C1=CC=C(C=N1)C=1N=C2SCN(CN2C(C1C#N)=O)CC 8-(6-(tert-butyl)pyridin-3-yl)-3-ethyl-6-oxo-3,4-dihydro-2H,6H-pyrimido[2,1-b][1,3,5]thiadiazine-7-carbonitrile